trans-N-(6-(1-methyl-1H-pyrazol-4-yl)isoquinolin-3-yl)-4-morpholinylcyclohexane-1-carboxamide CN1N=CC(=C1)C=1C=C2C=C(N=CC2=CC1)NC(=O)[C@@H]1CC[C@H](CC1)N1CCOCC1